[2-[5-[(3-methyloxetan-3-yl)methoxy]benzimidazol-1-yl]-8-quinolyl]boronic acid CC1(COC1)COC1=CC2=C(N(C=N2)C2=NC3=C(C=CC=C3C=C2)B(O)O)C=C1